F[C@H]1[C@H]2C(N[C@@H]([C@H]12)COC1=NC=CC2=CC(=C(C=C12)OC)C(=O)N)=O 1-(((1r,2s,5r,6r)-6-fluoro-4-oxo-3-azabicyclo[3.1.0]hex-2-yl)methoxy)-7-methoxyisoquinoline-6-carboxamide